FC1=C(C=C(C=C1)F)[C@@H]1N(CCC1)C=1N=C2C(=CC=NC2=CC1)C(=O)N (R)-6-(2-(2,5-difluorophenyl)pyrrolidin-1-yl)-1,5-naphthyridine-4-carboxamide